Octyl α-bromopropionate BrC(C(=O)OCCCCCCCC)C